C1(=C(C(=C(C(=C1C(=O)O)C(=O)O)C(=O)O)C(=O)O)C(=O)O)C(=O)O benzenehexaic acid